Acetic acid N-[(S)-alpha-methylbenzyl]Amide C[C@@H](C1=CC=CC=C1)NC(C)=O